4-(4-Methylpyridin-3-yl)phenol CC1=C(C=NC=C1)C1=CC=C(C=C1)O